FC1(CC(N(C1)C1=NC=C(C=N1)C(=O)O)C1=CC(=CC=C1)F)F 2-(4,4-difluoro-2-(3-fluorophenyl)pyrrolidin-1-yl)pyrimidine-5-carboxylic acid